N-((1r,3S)-3-(4-cyano-3,5-dimethylphenoxy)-2,2,4,4-tetramethylcyclobutyl)-4-((2S)-2-((4-(2-(2,6-dioxopiperidin-3-yl)-1,3-dioxoisoindolin-5-yl)piperazin-1-yl)methyl)morpholino)benzamide C(#N)C1=C(C=C(OC2C(C(C2(C)C)NC(C2=CC=C(C=C2)N2C[C@@H](OCC2)CN2CCN(CC2)C=2C=C3C(N(C(C3=CC2)=O)C2C(NC(CC2)=O)=O)=O)=O)(C)C)C=C1C)C